4-[4-(aminomethyl)pyrimidin-2-yl]-3-[(2-methyl-4,5,6,7-tetrahydroindazol-3-yl)oxy]benzonitrile NCC1=NC(=NC=C1)C1=C(C=C(C#N)C=C1)OC=1N(N=C2CCCCC12)C